3,5-dibromo-2-ethoxy-1-(1,4,7,10-tetraoxaundecyl)benzene Methyl-((3-(4-((2-chloro-1H-imidazol-1-yl)methyl)phenyl)-4-fluoro-5-isobutylthiophen-2-yl)sulfonyl)carbamate COC(NS(=O)(=O)C=1SC(=C(C1C1=CC=C(C=C1)CN1C(=NC=C1)Cl)F)CC(C)C)=O.BrC=1C(=C(C=C(C1)Br)OCCOCCOCCOC)OCC